COC1=C2CC(C(NC2=CC=C1)=O)C#N 5-methoxy-2-oxo-1,2,3,4-tetrahydroquinoline-3-carbonitrile